C(=O)(O)C1=CC(=C(C(=O)N)C=C1O)O 4-carboxy-2,5-dihydroxybenzamide